(rac)-((1S,2R,4R)-2-((tert-butyldiphenylsilyl)methyl)-2-isobutylbicyclo[2.1.1]hexan-1-yl)(naphthalen-2-yl)methanone [Si](C1=CC=CC=C1)(C1=CC=CC=C1)(C(C)(C)C)C[C@]1(C2(CC(C1)C2)C(=O)C2=CC1=CC=CC=C1C=C2)CC(C)C |r|